N-(4-(8-fluoro-2,3-dihydrobenzo[f][1,4]thiazepin-4(5H)-yl)-2,6-dimethyl-Phenyl)-3,3-dimethylbutanamide FC1=CC2=C(CN(CCS2)C2=CC(=C(C(=C2)C)NC(CC(C)(C)C)=O)C)C=C1